benzyl 4-((7-(4-fluorophenyl)-4-oxoimidazo[2,1-f][1,2,4]triazin-3(4H)-yl) methyl)-4-hydroxypiperidine-1-carboxylate FC1=CC=C(C=C1)C1=CN=C2C(N(C=NN21)CC2(CCN(CC2)C(=O)OCC2=CC=CC=C2)O)=O